2-[5-Methyl-2-(4-methylphenyl)-1,3-oxazol-4-yl]ethanol CC1=C(N=C(O1)C1=CC=C(C=C1)C)CCO